C(C)(C)(C)N1CCN(CC1)C1=CC=C(C=C1)C#CCNCCC1=CC=C(C=C1)O tert-butyl-4-(4-(3-((4-hydroxyphenethyl)amino)prop-1-yn-1-yl)phenyl)piperazine